(R)-5-(4-(4-chloropyrazolo[1,5-a]pyridin-2-yl)-4,5,6,7-tetrahydro-1H-imidazo[4,5-c]pyridine-5-carbonyl)oxazole-4-carbonitrile ClC=1C=2N(C=CC1)N=C(C2)[C@@H]2N(CCC1=C2N=CN1)C(=O)C1=C(N=CO1)C#N